CC(C)(CCC(C)(OOC(C)(C)CC)C)OOC(C)(C)CC 2,5-dimethyl-2,5-di(t-amyl-peroxy)-hexane